BrC=1C=C2C(C3=C(CC(NCC3)(C)C)C(C2=CC1Br)=O)=O 8,9-dibromo-2,2-dimethyl-2,3,4,5-tetrahydro-1H-naphtho[2,3-d]azepine-6,11-dione